6-(5-(((1R,2R,3S,5S)-2-fluoro-8-azabicyclo[3.2.1]octan-3-yl)(methyl)amino)pyrazin-2-yl)-5-hydroxy-N,N-dimethylbenzofuran-2-carboxamide F[C@@H]1[C@H]2CC[C@@H](C[C@@H]1N(C=1N=CC(=NC1)C1=CC3=C(C=C(O3)C(=O)N(C)C)C=C1O)C)N2